OC=1C=C(C(C(=O)O)=CC1)C(=O)N 4-hydroxyphthalamic acid